NCCN1C(=CC(=C1C(NCC1=CC=C(C=C1)Cl)=O)Br)C(=O)OC methyl 1-(2-aminoethyl)-4-bromo-5-((4-chlorobenzyl)carbamoyl)-1H-pyrrole-2-carboxylate